3-(2-Chloro-6-fluorophenyl)-5-(1-(3-chlorophenyl-2,4,6-d3)-5-(trifluoromethyl)-1H-pyrazol-4-yl)-4-(thiazol-2-yl)isoxazole ClC1=C(C(=CC=C1)F)C1=NOC(=C1C=1SC=CN1)C=1C=NN(C1C(F)(F)F)C1=C(C(=C(C=C1[2H])[2H])Cl)[2H]